[Rh+3].C(=O)[O-].C(=O)[O-].C(=O)[O-] formic acid, rhodium salt